(4-vinylbenzyl)-pyridyl-porphyrin methyl-2-(1H-pyrrolo[2,3-b]pyridin-5-yloxy)-4-(4-((2-(4-chlorophenyl)-5,5-bis(fluoromethyl)cyclohex-1-enyl)methyl)piperazin-1-yl)benzoate CC=1C(=C(C(=O)O)C=CC1N1CCN(CC1)CC1=C(CCC(C1)(CF)CF)C1=CC=C(C=C1)Cl)OC=1C=C2C(=NC1)NC=C2.C(=C)C2=CC=C(CC=1C(=C3NC1C=C1C=CC(=N1)C=C1C=CC(N1)=CC=1C=CC(N1)=C3)C3=NC=CC=C3)C=C2